C(C1=CC=CC=C1)C1=CC=C(N=N1)C(C(=O)N)(C)Br (6-benzylpyridazin-3-yl)-2-bromopropanamide